FC1=CC(=C(C=C1)[C@@H]1N(CCCC1)C1=C(C(=O)N[C@H](C)\C=C\S(=O)(=O)C)C=CC=C1)C ((R)-2-(4-fluoro-2-methylphenyl)piperidin-1-yl)-N-((R,E)-4-(methylsulfonyl)but-3-en-2-yl)benzamide